methyl N-(tert-butoxycarbonyl)-3-{5-[2-(2-ethoxyethoxy)ethoxy]pyridin-2-yl}-L-alaninate C(C)(C)(C)OC(=O)N[C@@H](CC1=NC=C(C=C1)OCCOCCOCC)C(=O)OC